(2S,3R,4S)-2-[(3'-chloro-2-fluoro[1,1'-biphenyl]-3-yl)methyl]-4-fluoro-3-[(methanesulfonyl)amino]-N,N-dimethyl-pyrrolidine-1-carboxamide ClC=1C=C(C=CC1)C1=C(C(=CC=C1)C[C@@H]1N(C[C@@H]([C@@H]1NS(=O)(=O)C)F)C(=O)N(C)C)F